4-amino-N-((4S)-7-bromo-3,4-dihydro-1H-2-benzopyran-4-yl)-N-methyl-1,3-dihydrofuro[3,4-c][1,7]naphthyridine-8-carboxamide NC1=NC=2C=NC(=CC2C2=C1COC2)C(=O)N(C)[C@@H]2COCC1=C2C=CC(=C1)Br